4-{[3-chloro-5-(trifluoromethoxy)phenyl]amino}-6-[(1H-indol-6-yl)amino]pyridine-2-carbonitrile ClC=1C=C(C=C(C1)OC(F)(F)F)NC1=CC(=NC(=C1)NC1=CC=C2C=CNC2=C1)C#N